bis(3-ethylphenyl)methane C(C)C=1C=C(C=CC1)CC1=CC(=CC=C1)CC